ClC1=C(CCl)C=CN=C1F 3-chloro-2-fluoroisonicotinyl chloride